ethyl 6-(imidazo[1,2-a]pyridine-3-carbonyl)-5-methyl-4,5,6,7-tetrahydrothieno[2,3-c]pyridine-3-carboxylate N=1C=C(N2C1C=CC=C2)C(=O)N2CC1=C(CC2C)C(=CS1)C(=O)OCC